CC(C)(C(CCCCCC#C)O)C 2,2-dimethyl-9-decyn-3-ol